ClC1=C(C=CC(=C1)OCCN1CCN(CC1)C)C=1N(C2=NC=NC(=C2N1)OC1(CC1)C)CC1=C(C=CC=C1)Cl 8-(2-chloro-4-(2-(4-methylpiperazin-1-yl)ethoxy)phenyl)-9-(2-chlorobenzyl)-6-(1-methylcyclopropoxy)-9H-purine